N[C@H]1C[C@@H](CO[C@@H]1C1=C(C=CC(=C1)F)F)C=1N=C2N(C(C1)C)N(C1=C2CNCC1)C ((3r,5s,6r)-5-amino-6-(2,5-difluorophenyl)tetrahydro-2H-pyran-3-yl)-4,6-dimethyl-7,8,9,10-tetrahydropyrido[4',3':3,4]pyrazolo[1,5-a]pyrimidine